BrC1=C(N)C(=CC(=C1)F)C1=CC(=NC=C1)F 2-bromo-4-fluoro-6-(2-fluoropyridin-4-yl)aniline